CC(CCN1C(CN(CC1)C1=NC=2N(C=C1)N=CC2C=2C(=NC=CC2)OC)=O)(C)C (3,3-dimethylbutyl)-4-(3-(2-methoxypyridin-3-yl)pyrazolo[1,5-a]pyrimidin-5-yl)piperazin-2-one